N-(2-amino-5-bromo-3-fluorobenzyl)-4-(2-hydroxypropan-2-yl)cyclohexane-1-carboxamide NC1=C(CNC(=O)C2CCC(CC2)C(C)(C)O)C=C(C=C1F)Br